FC1=C(C=C(C=C1C(F)(F)F)N1N=C(C=2C1=CN=C(C2)N2CCN(CC2)S(=O)(=O)C)C)O 2-Fluoro-5-(3-methyl-5-(4-(methylsulfonyl)piperazin-1-yl)-1H-pyrazolo[3,4-c]-pyridine-1-yl)-3-(trifluoro-methyl)phenol